4-[3-{2-(6-hydroxybenzo[1,3]dioxole-5-yl)-2H-benzotriazole-5-yl}propanoyloxy]butylmethacrylate OC=1C(=CC2=C(OCO2)C1)N1N=C2C(=N1)C=CC(=C2)CCC(=O)OCCCCOC(C(=C)C)=O